[Na+].NC(=O)OCC1=C(N2C(C(C2SC1)(NC(CC=1SC=CC1)=O)OC)=O)C(=O)[O-] 3-[[(aminocarbonyl)oxy]methyl]-7-methoxy-8-oxo-7-[(2-thienylacetyl)amino]-5-thia-1-azabicyclo[4.2.0]oct-2-ene-2-carboxylic acid sodium salt